N1=CC=CC2=CC=C3C=CC=NC3=C12.[Cu] copper phenanthroline